CC(C)N(C(C)C)C(=O)C1=CC=CC=C1 N,N-diisopropylbenzamide